9-ethyl-N-((5-(ethylsulfonyl)pyridin-2-yl)methyl)-9H-carbazole-3-carboxamide C(C)N1C2=CC=CC=C2C=2C=C(C=CC12)C(=O)NCC1=NC=C(C=C1)S(=O)(=O)CC